4-[[2-(2-amino-4-tert-butyl-phenyl)acetyl]amino]-N-tert-butyl-pyridine-2-carboxamide NC1=C(C=CC(=C1)C(C)(C)C)CC(=O)NC1=CC(=NC=C1)C(=O)NC(C)(C)C